C(C)(C)(C)OC(CCC[C@H](NC(OCC1=CC=CC=C1)=O)C(N[C@H](C(NCC=1C=C(OC2CC3(C2)CN(CCC3)C(=O)OC(C)(C)C)C=CC1C)=O)CCC1=CC=CC=C1)=O)=O tert-butyl 2-(3-((5S,8S)-5-(4-(tert-butoxy)-4-oxobutyl)-3,6,9-trioxo-8-phenethyl-1-phenyl-2-oxa-4,7,10-triazaundecan-11-yl)-4-methylphenoxy)-6-azaspiro[3.5]nonane-6-carboxylate